[N+](=O)([O-])C1=NC=CC=C1 2-nitropyridin